O1C(CCCC1)OC1CCC2(CC(C2)=O)CC1 7-tetrahydropyran-2-yloxyspiro[3.5]nonan-2-one